3-([3-CHLORO-2-(DIMETHYLAMINO)PHENYL]CARBAMOYL)PROPANOIC ACID ClC=1C(=C(C=CC1)NC(=O)CCC(=O)O)N(C)C